FC(C=1C(=C(C=CC1)[C@@H](C)NC=1C2=C(N=C(N1)C)C=NC(=C2)N2C[C@@H]1[C@H](C2)COC1)F)F N-{(1R)-1-[3-(difluoromethyl)-2-fluorophenyl]ethyl}-2-methyl-6-[(3aR,6aS)-tetrahydro-1H-furo[3,4-c]pyrrol-5(3H)-yl]pyrido[3,4-d]pyrimidin-4-amine